N-[4-[2-butyl-4-(3-methylphenyl)-1,3-thiazol-5-yl]-2-pyridinyl]benzamide C(CCC)C=1SC(=C(N1)C1=CC(=CC=C1)C)C1=CC(=NC=C1)NC(C1=CC=CC=C1)=O